C1(=CC=CC=C1)N1C2=CC=CC=C2C=2C(=CC=CC12)Br 9-phenyl-4-bromocarbazole